CC1(OB(OC1(C)C)C1=C(C#N)C=CN=C1)C 3-(4,4,5,5-tetramethyl-1,3,2-dioxaborolan-2-yl)isonicotinonitrile